N1N=C(C=C1)CC=1SC2=C(N(C=3C(N(N=CC32)CC=3SC=C(N3)C#N)=O)C)N1 2-((2-((1H-pyrazol-3-yl)methyl)-4-methyl-5-oxo-4H-thiazolo[5',4':4,5]pyrrolo[2,3-d]pyridazin-6(5H)-yl)methyl)thiazole-4-carbonitrile